N-(2-(1-(4-(2,4-dioxotetrahydropyrimidin-1(2H)-yl)-2-fluorobenzyl)piperidin-4-yl)-6-methoxy-2H-indazol-7-yl)-3-(trifluoromethyl)benzamide O=C1N(CCC(N1)=O)C1=CC(=C(CN2CCC(CC2)N2N=C3C(=C(C=CC3=C2)OC)NC(C2=CC(=CC=C2)C(F)(F)F)=O)C=C1)F